(S)-3-((5-(5-((2H-tetrazol-5-yl)methyl)-2-methoxybenzyl)-2-amino-6-methylpyrimidin-4-yl)amino)heptanoic acid N=1NN=NC1CC=1C=CC(=C(CC=2C(=NC(=NC2C)N)N[C@H](CC(=O)O)CCCC)C1)OC